IC1=C(C=C(OC2=CC=C(C#N)C=C2)C=C1)C 4-(4-iodo-3-methylphenoxy)benzonitrile